2,6-dimethyl-4-(3-(methylsulfonyl)propoxy)aniline hydrochloride Cl.CC1=C(N)C(=CC(=C1)OCCCS(=O)(=O)C)C